O[C@]1(C[C@H](CCC1)N1N=C2C=C(C(=CC2=C1)C(=O)O)OC)C ((1s,3r)-3-hydroxy-3-methylcyclohexyl)-6-methoxy-2H-indazole-5-carboxylic acid